NC1=NC(N(C=C1F)[C@@H]1O[C@@]([C@H]([C@@H]1Cl)O)(CO)CCl)=O 4-amino-1-[(2R,3S,4R,5R)-3-chloro-5-(chloromethyl)-4-hydroxy-5-(hydroxymethyl)oxolan-2-yl]-5-fluoropyrimidin-2-one